ClC1=C(CO)C=CC(=C1)Cl 2,4-dichloro-benzyl alcohol